2-Cyclopropyl-N-(1-(difluoromethyl)-2-oxo-1,2-dihydropyridin-3-yl)-7-(3,3-dimethylcyclobutoxy)imidazo[1,2-a]pyridine-6-carboxamide C1(CC1)C=1N=C2N(C=C(C(=C2)OC2CC(C2)(C)C)C(=O)NC=2C(N(C=CC2)C(F)F)=O)C1